FC1=C(C(=CC=C1)OC)B(O)O 2-fluoro-6-methoxybenzeneboronic acid